O1CCN(CC1)C(CN1C(NC2=NC=C(C=C21)C2=CC(=CC=C2)C(F)(F)F)=O)=O 1-(2-morpholino-2-oxo-ethyl)-6-[3-(trifluoromethyl)phenyl]-3H-imidazo[4,5-b]pyridin-2-one